FC=1C=C(C=CC1F)C1=NN(C=C1C1=CC=NC=C1)C 4-(3-(3,4-difluorophenyl)-1-methyl-1H-pyrazol-4-yl)pyridine